FC1=C(C=CC(=C1NC(CCOC)=O)F)NC(C1=CC=CC=C1)=O N-(2,4-difluoro-3-(3-methoxypropionamido)phenyl)benzamide